(1S,2S)-N,N'-dimethyl-cyclohexanediamine CNC1(CCCCC1)NC